2-methyl-5,7-diphenyl-[1,2,4]triazolo[1,5-a]pyrimidine CC1=NN2C(N=C(C=C2C2=CC=CC=C2)C2=CC=CC=C2)=N1